FC1(CCN(CCC1)C1=CC=C(C(=C1C(=O)NC1=CC(=CC=C1)[S@@](=O)(=NC(CNC)=O)C)C)C=1C=NN(C1)C)F (R)-6-(4,4-difluoroazepan-1-yl)-2-methyl-3-(1-methyl-1H-pyrazol-4-yl)-N-(3-(S-methyl-N-(methylglycyl)sulfonimidoyl)phenyl)benzamide